O=C1N(C=CC(=C1)C1=CC=CC=C1)C[C@@H]1CCN(CC12CCCC2)C(=O)N2[C@@H](C[C@@H](CC2)NC(OC(C)(C)C)=O)C2=CC=CC=C2 tert-butyl ((2S,4R)-1-((R)-10-((2-oxo-4-phenylpyridin-1(2H)-yl)methyl)-7-azaspiro[4.5]decane-7-carbonyl)-2-phenylpiperidin-4-yl)carbamate